5'-(5,5-dimethyl-1,3,2-dioxaborinan-2-yl)-3,3-difluoro-1'H-spiro[cyclobutane-1,3'-indol]-2'-one CC1(COB(OC1)C=1C=C2C3(C(NC2=CC1)=O)CC(C3)(F)F)C